stearyl isostearate Behenyl-palmitate C(CCCCCCCCCCCCCCCCCCCCC)OC(CCCCCCCCCCCCCCC)=O.C(CCCCCCCCCCCCCCC(C)C)(=O)OCCCCCCCCCCCCCCCCCC